C(C1CO1)C1=C(C(=C(C(=C1N)CC1CO1)N)CC1CO1)CC1CO1 tetraglycidyl-1,3-diaminobenzene